(2R,3S,4R,5R)-2-((R)-(3,4-dichlorophenyl)(hydroxy)methyl)-5-(4-hydrazineylidene-4,7-dihydro-1H-pyrazolo[3,4-d]pyrimidin-1-yl)tetrahydrofuran-3,4-diol ClC=1C=C(C=CC1Cl)[C@H]([C@H]1O[C@H]([C@@H]([C@@H]1O)O)N1N=CC2=C1NC=NC2=NN)O